ClC=1C=C(C=CC1)C1(OC(=C(C1=O)O[Si](C)(C)C)N)C 2-(3-chlorophenyl)-2-methyl-4-trimethylsiloxy-5-amino-3(2H)-furanone